ClC=1C=CC(=C(C1)C1=C2C(=NC(=C1)C)C(=CS2)C(=O)O)OCCN2C(=NC=1CCC(C(C1C2=O)C)N2CCC(CC2)OC)C 7-(5-chloro-2-(2-(6-(4-methoxypiperidin-1-yl)-2,5-dimethyl-4-oxo-5,6,7,8-tetrahydroquinazolin-3(4H)-yl)ethoxy)phenyl)-5-methylthieno[3,2-b]pyridine-3-carboxylic acid